ClC=1N=C2N(N=C(C=C2N2CC(C(C2)(C)C)(F)F)C=2C(NC(NC2)=O)=O)C1Cl 5-(2,3-dichloro-8-(3,3-difluoro-4,4-dimethylpyrrolidin-1-yl)imidazo[1,2-b]pyridazin-6-yl)pyrimidine-2,4(1H,3H)-dione